methyl 2-(1-(4-(2-bromophenyl)butyl)-1H-pyrrolo[2,3-b]pyridin-2-yl)-7-methoxy-1-((5-oxopyrrolidin-3-yl)methyl)-1H-benzo[d]imidazole-5-carboxylate BrC1=C(C=CC=C1)CCCCN1C(=CC=2C1=NC=CC2)C2=NC1=C(N2CC2CNC(C2)=O)C(=CC(=C1)C(=O)OC)OC